1,2,3,4-butanetetracarboxylic acid tetra(2-tert-butylcyclohexylamide) C(C)(C)(C)C1C(CCCC1)NC(=O)CC(C(CC(=O)NC1C(CCCC1)C(C)(C)C)C(=O)NC1C(CCCC1)C(C)(C)C)C(=O)NC1C(CCCC1)C(C)(C)C